FC(CC[C@@H](C(C(=O)NC)=O)NC(=O)[C@H]1N(CC2(CCC2)C1)C([C@H](C(C)(C)C)NC(OC)=O)=O)(C)F Methyl ((S)-1-((S)-7-(((S)-6,6-difluoro-1-(methylamino)-1,2-dioxoheptan-3-yl)carbamoyl)-6-azaspiro[3.4]octan-6-yl)-3,3-dimethyl-1-oxobutan-2-yl)carbamate